O1CCC(CC1)OC(N[C@H](C(=O)NC1=CC=C(C=C1)S(=O)(=O)Cl)CC1=CC=CC=C1)=O (S)-1-(4-(chlorosulfonyl)phenylamino)-1-oxo-3-phenylpropan-2-ylcarbamic acid tetrahydro-2H-pyran-4-yl ester